C(C)(C)(C)OC(=O)N1CCN(CC1)C1=CC=C(C=C1)N1C(N(C(C=C1)=O)C(=O)OC(C)(C)C)=O tert-butyl 3-[4-(4-tert-butoxycarbonylpiperazin-1-yl)phenyl]-2,6-dioxo-pyrimidine-1-carboxylate